rac-2-[2-(2,2-difluoroethoxy)phenyl]-3-oxo-N-[4-(oxolan-3-yl)phenyl]-2,3-dihydropyridazine-4-carboxamide FC(COC1=C(C=CC=C1)N1N=CC=C(C1=O)C(=O)NC1=CC=C(C=C1)[C@@H]1COCC1)F |r|